2-(2-(2,3-difluoro-6-(2-morpholinothiazol-4-yl)phenoxy)ethoxy)ethan-1-amine hydrochloride Cl.FC1=C(OCCOCCN)C(=CC=C1F)C=1N=C(SC1)N1CCOCC1